C(C)(C)(C)OC(=O)NC=1C(=C(C=C2C=C(N=CC12)NC=1C=C2CN(C(C2=CC1)=O)C)C1=C(C2=C(OCCN2C(=O)[O-])N=C1)C)F 7-(8-((tert-butoxycarbonyl)amino)-7-fluoro-3-((2-methyl-1-oxoisoindolin-5-yl)amino)isoquinolin-6-yl)-8-Methyl-2,3-dihydro-1H-pyrido[2,3-b][1,4]oxazine-1-carboxylate